methyl (1r,4r)-4-(4-bromo-1H-indol-1-yl)cyclohexane-1-carboxylate BrC1=C2C=CN(C2=CC=C1)C1CCC(CC1)C(=O)OC